5-(4-bromophenyl)-3-(2-chlorophenyl)-1,2-oxazol BrC1=CC=C(C=C1)C1=CC(=NO1)C1=C(C=CC=C1)Cl